O=C1N(C(=CC2=CC=CC(=C12)C#C[Si](C)(C)C)[C@H](C)NC(OC(C)(C)C)=O)C1=CC=CC=C1 tert-butyl (S)-(1-(1-oxo-2-phenyl-8-((trimethylsilyl)ethynyl)-1,2-dihydroisoquinolin-3-yl)ethyl)carbamate